tri(3-methyl-phenyl)phosphine oxide CC=1C=C(C=CC1)P(C1=CC(=CC=C1)C)(C1=CC(=CC=C1)C)=O